OC1C2CN(CC1CC2)C(=O)N2CC1=C(C=C(C=C1CC2)C=2C=C1C(=NC2)NC=C1C)[C@H]1NCCOC1 (8-hydroxy-3-azabicyclo[3.2.1]octan-3-yl)(6-(3-Methyl-1H-pyrrolo[2,3-b]pyridin-5-yl)-8-((R)-morpholin-3-yl)-3,4-dihydroisoquinoline-2(1H)-yl)methanone